COC1=CC=C2CCCC(C2=C1)C(=O)O 7-methoxy-1,2,3,4-tetrahydronaphthalene-1-carboxylic acid